CN1C2=C(OC[C@@H](C1=O)NC(=O)C1=NNC=3CCCCC13)C=CC=C2 (S)-N-(5-methyl-4-oxo-2,3,4,5-tetrahydrobenzo[b][1,4]oxazepin-3-yl)-4,5,6,7-tetrahydro-1H-indazole-3-carboxamide